C(C)(C)C(CCOC(CCCCCCCN(CCCCCCCC(=O)OC(CCCCCCCC)CCCCCCCC)CCCNC1=C(C(C1=O)=O)NC)=O)CCCCCC heptadecan-9-yl 8-({8-[(3-isopropylnonyl)oxy]-8-oxooctyl}(3-{[2-(methylamino)-3,4-dioxocyclobut-1-en-1-yl]amino}propyl)amino)octanoate